1-[2-[(2R)-2-benzyloxypropoxy]ethyl]-4-bromo-pyrazole C(C1=CC=CC=C1)O[C@@H](COCCN1N=CC(=C1)Br)C